C(CC#C)OC1=C2C(N(C(C2=CC=C1)=O)C1C(NC(CC1)=O)=O)=O 4-But-3-ynoxy-2-(2,6-dioxo-3-piperidyl)isoindoline-1,3-dione